tert-butyl (1R,5S,6s)-6-((4-(3-(2,6-bis(benzyloxy)pyridin-3-yl)-1-methyl-1H-indazol-7-yl)piperazin-1-yl)methyl)-3-azabicyclo[3.1.0]hexane-3-carboxylate C(C1=CC=CC=C1)OC1=NC(=CC=C1C1=NN(C2=C(C=CC=C12)N1CCN(CC1)CC1[C@@H]2CN(C[C@H]12)C(=O)OC(C)(C)C)C)OCC1=CC=CC=C1